5-Amino-N-(3-cyano-4-methyl-1H-indol-7-yl)-1-(difluoromethyl)pyrazol-4-sulfonamid NC1=C(C=NN1C(F)F)S(=O)(=O)NC=1C=CC(=C2C(=CNC12)C#N)C